N-(2-morpholinobenzo[d]oxazol-6-yl)-1H-pyrrolo[2,3-b]pyridine-3-carboxamide O1CCN(CC1)C=1OC2=C(N1)C=CC(=C2)NC(=O)C2=CNC1=NC=CC=C12